C(C)(C)(C)C1=NNC(=C1C=O)Cl 3-(tert-butyl)-5-chloro-1H-pyrazole-4-carbaldehyde